C(C1=CC=CC=C1)N1N=C(C(=C1)F)C(=O)N[C@@H]1[C@H]2[C@@H](C3=C(N(C1=O)C)N=CC=C3)C2 1-benzyl-4-fluoro-N-((1aR,2R,8bS)-4-methyl-3-oxo-1,1a,2,3,4,8b-hexahydrocyclopropa[d]pyrido[2,3-b]azepin-2-yl)-1H-pyrazole-3-carboxamide